1-(2-aminothiophene-3-yl)ethan-1-one NC=1SC=CC1C(C)=O